BrC=1C=C2C(=C(C(N(C2=CC1)C)=O)C#N)N1CCC(CC1)C=1OC2=C(N1)C=C(C=C2)C(C)C 6-Bromo-1-methyl-2-oxo-4-{4-[5-(propan-2-yl)-1,3-benzoxazol-2-yl]piperidin-1-yl}-1,2-dihydro-quinoline-3-carbonitrile